BrC1=C(C(=CC(=C1)C(C(F)(F)F)(C(F)(F)F)F)I)NC(C1=C(C(=CC=C1)N(C(=O)C=1C=NC(=CC1)C(F)(F)F)O)F)=O N-(2-bromo-4-(perfluoropropane-2-yl)-6-iodophenyl)-2-fluoro-3-((hydroxy)(6-trifluoromethylpyridine-3-carbonyl)amino)benzamide